2-[5-methyl-1-[4-(trifluoromethoxy)phenyl]pyrazol-3-yl]-1,3,4,6,7,8,9,9a-octahydropyrido[1,2-a]pyrazine-7-carbaldehyde CC1=CC(=NN1C1=CC=C(C=C1)OC(F)(F)F)N1CC2N(CC1)CC(CC2)C=O